FC(OC1=C(C=NC(=C1)C(F)(F)F)N(C(=O)N[C@@H](C)C1=NC=NN1C1=CC(=NC=N1)C(=O)N)C)F 6-[5-[(1S)-1-[[[4-(difluoromethoxy)-6-(trifluoromethyl)-3-pyridyl]-methyl-carbamoyl]amino]ethyl]-1,2,4-triazol-1-yl]pyrimidine-4-carboxamide